ClC=1C=C(C=CC1OCC1=NC=CC=C1)NC1=C(C=NC2=CC(=C(C=C12)NC(\C=C\CS(=O)(=O)C)=O)OCC)C#N (E)-N-(4-((3-chloro-4-(pyridin-2-ylmethoxy)phenyl)amino)-3-cyano-7-ethoxyquinolin-6-yl)-4-(methanesulfonyl)-but-2-enamide